Dimethyl-2,2'-Azobis(2-methylpropionat) COC(C(C)(C)N=NC(C(=O)OC)(C)C)=O